allyl (S)-4-((1S,8'R)-4-chloro-8'-fluoro-2'-(methylthio)-2,3,5',8'-tetrahydro-6'H-spiro[indene-1,7'-quinazolin]-4'-yl)-2-(cyanomethyl)piperazine-1-carboxylate ClC1=C2CC[C@@]3(CCC=4C(=NC(=NC4[C@@H]3F)SC)N3C[C@@H](N(CC3)C(=O)OCC=C)CC#N)C2=CC=C1